ClC=1C=C2C(=NC1)[C@]1([C@@](O2)([C@@H]([C@H]([C@H]1O)C(=O)O)C1=CC=CC=C1)C1=CC=C(C=C1)OC(F)(F)F)O |r| rac-(5aR,6S,7R,8R,8aS)-3-chloro-8,8a-dihydroxy-6-phenyl-5a-(4-(trifluoromethoxy)phenyl)-5a,7,8,8a-tetrahydro-6H-cyclopenta[4,5]furo[3,2-b]pyridine-7-carboxylic acid